NCCC1CCC(CC1)NC(OC(C)(C)C)=O tert-butyl ((1s,4s)-4-(2-aminoethyl)cyclohexyl)carbamate